ClC1=C(C=CC=C1)S(=O)(=O)NC1=C(C=C(C=C1)C=1C=C2C=NC(=NC2=C(C1)CC)NC1CCC(CC1)N1CCCC1)F 2-chloro-N-(4-(8-ethyl-2-(((1r,4r)-4-(pyrrolidin-1-yl)cyclohexyl)amino)quinazolin-6-yl)-2-fluorophenyl)benzenesulfonamide